COC=1C(=CC=C2C=CC(=NC12)C)C(C1=CC=C(C=C1)N1C(CCC1)=O)NC1=NC=CC=C1 1-(4-((8-Methoxy-2-methylquinolin-7-yl)(pyridin-2-ylamino)methyl)phenyl)pyrrolidin-2-one